(3S)-5-bromo-2-oxo-spiro[1H-pyrrolo[2,3-B]pyridine-3,6'-5,7-dihydro-cyclopenta[B]pyridine]-3'-carboxylic acid BrC=1C=C2C(=NC1)NC([C@]21CC=2C(=NC=C(C2)C(=O)O)C1)=O